FC1(CC(C1)CC1=C(C(=O)N)C=CC(=C1)C#CC1=CC=NC=C1)F ((3,3-difluorocyclobutyl)methyl)-4-(pyridin-4-ylethynyl)benzamide